3-{2-Chloro-4-[(5-chloro-thiophen-2-ylmethyl)-(methyl)amino]-phenyl}-1-methyl-1-propyl-urea ClC1=C(C=CC(=C1)N(C)CC=1SC(=CC1)Cl)NC(N(CCC)C)=O